1-(9H-fluoren-2-yl)-2H-imidazole C1=C(C=CC=2C3=CC=CC=C3CC12)N1CNC=C1